FC1C(NC(CC1NC=1N=NC(=CC1)C1=NC=C(C=C1OC)C=1C=NN(C1)C1OCCCC1)(C)C)(C)C N-(3-fluoro-2,2,6,6-tetramethylpiperidin-4-yl)-6-(3-methoxy-5-(1-(tetrahydro-2H-pyran-2-yl)-1H-pyrazol-4-yl)pyridin-2-yl)pyridazin-3-amine